ClC1=CC=C(C=C1)C1CC=NN1C(C(C)(C)C)=O 1-(5-(4-chlorophenyl)-4,5-dihydro-1H-pyrazol-1-yl)-2,2-dimethylpropan-1-one